C(C)(C)(C)C1=CC=CC(=N1)C(=O)NC1=CC(=CC=C1)[C@@H](CC1=NN=CN1C)C (R)-6-(Tert-butyl)-N-(3-(1-(4-methyl-4H-1,2,4-triazol-3-yl)propan-2-yl)phenyl)picolinamide